2-Benzyl-6-(4-aminostyryl)-8-(3-cyanopyridyl)-imidazo[1,2-a]pyrazin-3(7H)-one C(C1=CC=CC=C1)C1=NC=2N(C=C(NC2C2=NC=CC=C2C#N)C=CC2=CC=C(C=C2)N)C1=O